isohexanate C(CCC(C)C)(=O)[O-]